(2S)-2-[[3-(dimethylamino)azetidine-1-carbonyl]-methyl-amino]-3-methyl-butyric acid CN(C1CN(C1)C(=O)N([C@H](C(=O)O)C(C)C)C)C